2-(1-((3-ethynylimidazo[1,2-b]pyridazin-6-yl)amino)ethyl)-4-fluorophenol C(#C)C1=CN=C2N1N=C(C=C2)NC(C)C2=C(C=CC(=C2)F)O